CN(C1=CC=C(C=C1)C(C1=C(C(=CC2=CC(=CC=C12)S(=O)(=O)[O-])S(=O)(=O)[O-])O)=C1C=CC(C=C1)=[N+](C)C)C.[Na+] sodium 4-[[4-(dimethylamino)phenyl]-(4-dimethylazaniumylidenecyclohexa-2,5-dien-1-ylidene)methyl]-3-hydroxynaphthalene-2,7-disulfonate